3-chloro-5-((1-((5-formyl-1-(4-methoxybenzyl)-6-oxo-1,6-dihydropyridazin-3-yl)methyl)-6-oxo-4-(trifluoromethyl)-1,6-dihydropyrimidin-5-yl)oxy)benzonitrile ClC=1C=C(C#N)C=C(C1)OC1=C(N=CN(C1=O)CC1=NN(C(C(=C1)C=O)=O)CC1=CC=C(C=C1)OC)C(F)(F)F